(S)-1-(5-chloro-3-methyl-pyridin-2-yl)-4-(4-fluoro-benzyl)-3-(oxetan-3-yl)-piperazine-2,5-dione ClC=1C=C(C(=NC1)N1C([C@@H](N(C(C1)=O)CC1=CC=C(C=C1)F)C1COC1)=O)C